benzyl (2-(isopropyl(6-(trifluoromethyl)pyridin-3-yl)amino)-2-oxoethyl)carbamate C(C)(C)N(C(CNC(OCC1=CC=CC=C1)=O)=O)C=1C=NC(=CC1)C(F)(F)F